C12CN(CC(CC1)N2)C=2OC1=C(N2)C(=C(C=C1C=1SC=CN1)C(=O)N(C)CCO)OC(F)(F)F 2-(3,8-diazabicyclo[3.2.1]octan-3-yl)-N-(2-hydroxyethyl)-N-methyl-7-(thiazol-2-yl)-4-(trifluoromethoxy)benzo[d]oxazole-5-carboxamide